plutonium nitrate [N+](=O)([O-])[O-].[Pu+4].[N+](=O)([O-])[O-].[N+](=O)([O-])[O-].[N+](=O)([O-])[O-]